2-(3,4-dimethoxyphenyl)-6-(4-(8-isopropyl-8-azabicyclo[3.2.1]octan-3-yl)phenyl)-[1,2,4]triazolo[1,5-a]pyridine COC=1C=C(C=CC1OC)C1=NN2C(C=CC(=C2)C2=CC=C(C=C2)C2CC3CCC(C2)N3C(C)C)=N1